2-[1-(2-cyanophenyl)-1-(1-methylimidazol-4-yl)propan-2-yl]-5-methoxy-1-methyl-6-oxopyrimidine-4-carboxylic acid ethyl ester C(C)OC(=O)C=1N=C(N(C(C1OC)=O)C)C(C(C=1N=CN(C1)C)C1=C(C=CC=C1)C#N)C